C(C(=C)C)(=O)OCCP(=O)=C(O)C[N+](C)(C)C 2-methacryloyloxyethylphosphorylcholin